O[N+]1(C(CCCC1(C)C)(C)C)[O-] hydroxy-2,2,6,6-tetramethylpiperidine oxide